FC=1C=C2C(NC=3CCC[C@H](C3C2=CC1)NC)=O |r| racemic-8-fluoro-1-(methylamino)-1,3,4,5-tetrahydrophenanthridin-6(2H)-one